N[C@@H]1C2=CC=CC=C2CC12CCN(CC2)C2=C(C=C1C(=NNC1=C2)C)C(=C)C2=NNC=C2 (S)-6-(1-amino-1,3-dihydrospiro[indene-2,4'-piperidin]-1'-yl)-3-(1-(3-methyl-1H-indazol-5-yl)vinyl)-1H-pyrazole